dibenzyl [(2S)-2-[3-[3-(difluoromethoxy)-4-[[(1R,2S)-2-fluorocyclopropyl]carbamoyl]-5-methoxy-phenyl]-6-methyl-imidazo[1,2-b]pyridazin-7-yl]oxy-1,1-dimethyl-propyl] phosphate P(=O)(OCC1=CC=CC=C1)(OCC1=CC=CC=C1)OC([C@H](C)OC1=CC=2N(N=C1C)C(=CN2)C2=CC(=C(C(=C2)OC)C(N[C@H]2[C@H](C2)F)=O)OC(F)F)(C)C